OC=1C=C2CCN(C(C2=CC1)=O)C1=NC=CC=C1 6-hydroxy-2-(2-pyridyl)-3,4-dihydroisoquinolin-1-one